tert-butyl 2-amino-3-nitro-3,6-dihydro-2H-[4,4-bipyridine]-1-carboxylate NC1N(CC=C(C1[N+](=O)[O-])C1=CC=NC=C1)C(=O)OC(C)(C)C